N-(4-(4-amino-7-isopropylimidazo[5,1-f][1,2,4]triazin-5-yl)benzyl)-5-fluoro-2-methoxybenzamide NC1=NC=NN2C1=C(N=C2C(C)C)C2=CC=C(CNC(C1=C(C=CC(=C1)F)OC)=O)C=C2